2-(allyloxy)-3-(tert-butyl)-2'-(3,4-diphenylcyclopent-1,3-dien-1-yl)-5-methyl-1,1'-biphenyl C(C=C)OC1=C(C=C(C=C1C(C)(C)C)C)C1=C(C=CC=C1)C1=CC(=C(C1)C1=CC=CC=C1)C1=CC=CC=C1